Cl\C(=C/C1SCCCS1)\C(C)(C)C (Z)-2-(2-chloro-3,3-dimethyl-1-butenyl)-1,3-dithiane